ClC=1N=C(C2=C(N1)NC(=C2C)C[C@H](C)NC(OC(C)(C)C)=O)NCC=2OC=CC2 tert-butyl (S)-(1-(2-chloro-4-((furan-2-ylmethyl)amino)-5-methyl-7H-pyrrolo[2,3-d]pyrimidin-6-yl)propan-2-yl)carbamate